glutamyl-S-methylcysteinyl-β-alanine N[C@@H](CCC(=O)O)C(=O)N[C@@H](CSC)C(=O)NCCC(=O)O